C(C)(=O)OC(C(F)(F)F)=CCC1=CC=C(C=C1)C(F)(F)F 4-(4-trifluoromethylphenyl)-1,1,1-trifluorobut-2-en-2-yl acetate